(2S)-1-((4-phenylbutyryl)alaninyl)piperidine-2-carboxylic acid C1(=CC=CC=C1)CCCC(=O)N[C@@H](C)C(=O)N1[C@@H](CCCC1)C(=O)O